3,4-dimethyl-6-(trimethylstannyl)pyridin-2-amine CC=1C(=NC(=CC1C)[Sn](C)(C)C)N